CN(CCOC=1C=CC(=C(C(=O)N[C@H](C)C2=CC(=NC3=CC=CC=C23)C2=CC=C(C=C2)SC)C1)C)C (R)-5-(2-(dimethylamino)ethoxy)-2-methyl-N-(1-(2-(4-(methylthio)phenyl)quinolin-4-yl)ethyl)benzamide